C(C)(C)(C)N(C(O)=O)CC(\C=C\C1=CC2=C(N=C(O2)CCCC)C=C1)=O.C(C)OC1CCC(CC1)NC=1N=CC2=C(N1)C(=CN=C2NC(C2=CC=CC=C2)=O)I N-(2-(((1R,4R)-4-ethoxycyclohexyl)amino)-8-iodopyrido[4,3-d]pyrimidin-5-yl)benzamide tert-butyl-(E)-(4-(2-butylbenzo[d]oxazol-6-yl)-2-oxobut-3-en-1-yl)carbamate